O1CCC12CCCCC2 1-oxaspiro[3.5]nonane